ClC1=C(C(=O)N2COC3=C(C2)C=CC=C3C3=CC(=C(C(=O)O)C=C3F)N3C2COCC3CC2)C(=CC(=C1)N1[C@@H](CN(CC1)C)C)Cl 4-[3-[2,6-Dichloro-4-[(2R)-2,4-dimethylpiperazin-1-yl]benzoyl]-2,4-dihydro-1,3-benzoxazin-8-yl]-5-fluoro-2-(3-oxa-8-azabicyclo[3.2.1]octan-8-yl)benzoic acid